(1R,3S)-3-(3-(2-(2-formyl-3-methoxy-4-methylphenoxy)acetamido)-1H-pyrazol-5-yl)cyclopentyl isopropylcarbamate C(C)(C)NC(O[C@H]1C[C@H](CC1)C1=CC(=NN1)NC(COC1=C(C(=C(C=C1)C)OC)C=O)=O)=O